FC(S(=O)(=O)OC1=C[C@@H]2[C@H]([C@@H]2C1)C#N)(F)F |r| rac-(1S,5R,6S)-6-cyanobicyclo[3.1.0]hex-2-en-3-yl trifluoromethanesulfonate